10,10-diheptyloxy-3-decanol C(CCCCCC)OC(CCCCCCC(CC)O)OCCCCCCC